[6-(3-cyclopropyl-1,2,4-triazol-1-yl)-2-azaspiro[3.3]heptan-2-yl]-[rac-(3aS,6aR)-5-(3,4-difluorophenoxy)-3,3a,4,5,6,6a-hexahydro-1H-cyclopenta[c]pyrrol-2-yl]methanone C1(CC1)C1=NN(C=N1)C1CC2(CN(C2)C(=O)N2C[C@H]3[C@@H](C2)CC(C3)OC3=CC(=C(C=C3)F)F)C1 |r|